2-((4-(N-((dimethylamino)methylene)sulfamoyl)-2,3,5,6-tetrafluorophenyl)sulfonyl)ethyl (4-methoxyphenyl)carbamate COC1=CC=C(C=C1)NC(OCCS(=O)(=O)C1=C(C(=C(C(=C1F)F)S(N=CN(C)C)(=O)=O)F)F)=O